FC=1C(=NC=C(C1)C(C(C(F)(F)F)(F)F)(F)F)C=1C(=C(C(=O)N)C=C(C1C)[N+](=O)[O-])SC1=NN=NN1C [3-fluoro-5-(1,1,2,2,3,3,3-heptafluoropropyl)-2-pyridyl]-4-methyl-2-(1-methyltetrazol-5-yl)sulfanyl-5-nitro-benzamide